FC1=C(C=CC=C1)NC(CN1C=NC2=CC=C(C=C2C1=O)NC(=O)NC1=CC(=CC=C1)C(C(F)(F)F)=O)=O N-(2-fluorophenyl)-2-(4-oxo-6-(3-(3-(2,2,2-trifluoroacetyl)phenyl)ureido)quinazolin-3(4H)-yl)acetamide